1,1-dioxo-2,3-dihydrobenzothiophen-3-amine hydrochloride Cl.O=S1(CC(C2=C1C=CC=C2)N)=O